2,3-dimethoxy-5-(prop-2-en-yl)benzaldehyde COC1=C(C=O)C=C(C=C1OC)CC=C